3-methyl-oxazol-2-one CN1C(OC=C1)=O